S1C=NC2=C1C=C(C=C2)C2=CC=C(C=C2)S(=O)(=O)NCC2=CC=NC=C2 4-(benzo[d]thiazol-6-yl)-N-(pyridin-4-ylmethyl)-benzenesulfonamide